C(C)(CC)C1C(NC2=C(CN1C(=O)NC1CNC(CC1)=O)C=CC=C2)=O 3-(sec-butyl)-2-oxo-N-(6-oxopiperidin-3-yl)-1,2,3,5-tetrahydro-4H-benzo[1,4]diazepine-4-carboxamide